S(=O)(=O)(O)ON1[C@@H]2CC[C@H](N(C1=O)C2)C(N)=O [2S,5R]-2-carbamoyl-7-oxo-1,6-diazabicyclo[3.2.1]octan-6-yl hydrogensulfate